NC=1NC(C=2N=CN(C2N1)[C@@H]1O[C@]([C@H](C1)O)([2H])CO)=S 2-amino-9-((2R,4S,5R)-4-hydroxy-5-(hydroxymethyl)tetrahydrofuran-2-yl-5-d)-1,9-dihydro-6H-purine-6-thione